NC(C1CCN(CC1)C(C(F)(F)F)=O)C1=C(C=C(C(=C1)Cl)Cl)OCC=C 1-(4-[amino[4,5-dichloro-2-(prop-2-en-1-yloxy)phenyl]methyl]piperidin-1-yl)-2,2,2-trifluoroethan-1-one